1-{6-[(2,6-dimethylphenyl)ethanimidoyl]-2-pyridinyl}-1-ethanone CC1=C(C(=CC=C1)C)CC(=N)C1=CC=CC(=N1)C(C)=O